3,4-diisobutyl-3,4-diphenylhexane C(C(C)C)C(CC)(C(CC)(C1=CC=CC=C1)CC(C)C)C1=CC=CC=C1